CN1N(C2CCC1C2)C(=O)O[C@H]2C[C@H](CC2)C2=CC(=NN2)NC(=O)OCC2=CC=CC=C2 (1R,3S)-3-(3-(((benzyloxy)carbonyl)amino)-1H-pyrazol-5-yl)cyclopentyl 3-methyl-2,3-diazabicyclo[2.2.1]heptane-2-carboxylate